CN(C=1C=C(C=CC1F)OB(O)O)C (3-(dimethylamino)-4-fluorophenyl)boric acid